Palladium(II) acetat C(C)(=O)[O-].[Pd+2].C(C)(=O)[O-]